N-{5-[6-(3-aminopropoxy)-2,3-dihydrofuro[3,2-b]pyridin-7-yl]-1H-pyrazol-3-yl}-5-chloropyrazin-2-amine NCCCOC=1C(=C2C(=NC1)CCO2)C2=CC(=NN2)NC2=NC=C(N=C2)Cl